IC1=C2C=CC=NC2=C(C=C1)NC(C(CC=C)C1=C(C=CC=C1)C)=O N-(5-iodoquinolin-8-yl)-2-(o-tolyl)pent-4-enamide